5-(1-aminoisoquinolin-7-yl)-N-(1-methylpiperidin-4-yl)-1H-indazole-3-carboxamide NC1=NC=CC2=CC=C(C=C12)C=1C=C2C(=NNC2=CC1)C(=O)NC1CCN(CC1)C